hydroxyphenyl-aniline ON(C1=CC=CC=C1)C1=CC=CC=C1